The molecule is conjugate base of 20-hydroxy-leukotriene E4. It has a role as a human metabolite. It is a conjugate base of a 20-hydroxy-leukotriene E4. C(CC/C=C\\C/C=C\\C=C\\C=C\\[C@H]([C@H](CCCC(=O)[O-])O)SC[C@@H](C(=O)[O-])[NH3+])CCO